2-(2-hydroxyethoxy)ethoxy-1-(thiophen-2-yl)piperidine-4-carboxylic acid ethyl ester C(C)OC(=O)C1CC(N(CC1)C=1SC=CC1)OCCOCCO